N-((2R,3S)-3-amino-2-hydroxy-4-phenylbutyl)-N-isobutyl-4-methylthiobenzenesulfonamide N[C@H]([C@@H](CN(S(=O)(=S)C1=CC=C(C=C1)C)CC(C)C)O)CC1=CC=CC=C1